N-[5-(2-methoxyphenyl)-1H-indazol-3-yl]-1-methylpiperidine-4-carboxamide hydrochloride Cl.COC1=C(C=CC=C1)C=1C=C2C(=NNC2=CC1)NC(=O)C1CCN(CC1)C